(2R,3R,4R,5S)-2-methyl-1-(((R)-1-(2-(trifluoromethyl)phenyl)pyrrolidin-3-yl)methyl)piperidin C[C@H]1N(CCCC1)C[C@@H]1CN(CC1)C1=C(C=CC=C1)C(F)(F)F